7-[2-(difluoromethoxy)-5-[(1S,2S,6R,8S)-2,6,9,9-tetramethyl-3,5-dioxa-4-boratricyclo[6.1.1.02,6]decan-4-yl]phenyl]cinnolin-4-amine FC(OC1=C(C=C(C=C1)B1O[C@]2([C@@H]3C([C@H](C[C@]2(O1)C)C3)(C)C)C)C3=CC=C1C(=CN=NC1=C3)N)F